4-(4-(4-(2-(2-Aminopyridin-3-yl)-5-(6-oxo-1,6-dihydropyridin-3-yl)-3H-imidazo[4,5-b]pyridin-3-yl)benzyl)piperazin-1-yl)pyrimidine-2-carbonitrile NC1=NC=CC=C1C1=NC=2C(=NC(=CC2)C2=CNC(C=C2)=O)N1C1=CC=C(CN2CCN(CC2)C2=NC(=NC=C2)C#N)C=C1